C1(CC1)C1=C(C(=NO1)C1=C(C=CC=C1Cl)Cl)CO[C@H]1[C@@H]2CN([C@H](C1)C2)C2=C(C=C(C=N2)C(=O)OC(C)(C)C)F tert-butyl 6-[(1S,4S,5R)-5-[[5-cyclopropyl-3-(2,6-dichlorophenyl)-1,2-oxazol-4-yl]methoxy]-2-azabicyclo[2.2.1]heptan-2-yl]-5-fluoropyridine-3-carboxylate